3-((2R)-2-(2-(cis-4-(tert-butoxycarbonylamino)cyclohexyl)acetamido)-2-(2,9,9-trimethyl-3,5-dioxa-4-bora-tricyclo[6.1.1.02,6]dec-4-yl)ethyl)-2-methoxybenzoic acid tert-butyl ester C(C)(C)(C)OC(C1=C(C(=CC=C1)C[C@@H](B1OC2(C3C(C(CC2O1)C3)(C)C)C)NC(C[C@@H]3CC[C@@H](CC3)NC(=O)OC(C)(C)C)=O)OC)=O